N[C@@H]1CN(CC1)C(=O)C=1C=CC(=C(C1)C1=CC(=C(C=C1)C#N)F)C1=CC2=C(N(N=N2)CC2(CCC2)O)C(=C1F)C (S)-5'-(3-aminopyrrolidine-1-carbonyl)-3-fluoro-2'-(6-fluoro-1-((1-hydroxycyclobutyl)methyl)-7-methyl-1H-benzo[d][1,2,3]triazol-5-yl)-[1,1'-biphenyl]-4-carbonitrile